OC(C(=O)O)CCCCCCCCCCCCCCCC 2-hydroxyoctadecanoic acid